[(1R,2S,4R)-4-{[5-([5-Chloro-4-[(1R)-1-(3-chlorophenyl)-1-hydroxyethyl]-2-thienyl]carbonyl)pyrimidin-4-yl]amino}-2-hydroxycyclopentyl]methyl sulfamate S(N)(OC[C@@H]1[C@H](C[C@@H](C1)NC1=NC=NC=C1C(=O)C=1SC(=C(C1)[C@](C)(O)C1=CC(=CC=C1)Cl)Cl)O)(=O)=O